CN(C(=O)NCC(=O)N1C(CC(C1)F)C(=O)N)C 1-((dimethylcarbamoyl)glycyl)-4-fluoropyrrolidine-2-carboxamide